5-cyclopropyl-1,2-oxazole-4-carbonitrile C1(CC1)C1=C(C=NO1)C#N